ClC=1C=NN(C(C1Cl)=O)CC(=O)NC1=CC(=C(C=C1)C)S(NCCC1=C(C=CC=C1)OC)(=O)=O 2-(4,5-dichloro-6-oxo-pyridazin-1-yl)-N-[3-[2-(2-methoxyphenyl)ethylsulfamoyl]-4-methyl-phenyl]acetamide